NC=1C(=C(C(=O)C2=CN(C3=NC=C(C=C32)C3=CC=C(C=C3)CN3CCC(CC3)NC(OC(C)(C)C)=O)C(C3=C(C=CC=C3Cl)Cl)=O)C(=CC1)F)F tert-Butyl N-[1-[[4-[3-(3-amino-2,6-difluoro-benzoyl)-1-(2,6-dichlorobenzoyl)pyrrolo[2,3-b]pyridin-5-yl]phenyl]methyl]-4-piperidyl]carbamate